4-(3,4-dihydroisoquinolin-2(1H)-yl)-2-(((1-methyl-1H-pyrazol-5-yl)methyl)amino)-5,7-dihydro-6H-pyrrolo[3,4-d]pyrimidine-6-carbonitrile C1N(CCC2=CC=CC=C12)C=1C2=C(N=C(N1)NCC1=CC=NN1C)CN(C2)C#N